hexadeceneamide C(C=CCCCCCCCCCCCCC)(=O)N